6-chloro-1-(trans-3,4-difluoropyrrolidin-1-yl)-4-isopropyl-2,7-naphthyridine ClC=1C=C2C(=CN=C(C2=CN1)N1C[C@H]([C@@H](C1)F)F)C(C)C